4-imidazolecarbonyl-oxy-phenylboronic acid pinacol ester N1C(=NC=C1)C(=O)OC1=CC=C(C=C1)B1OC(C)(C)C(C)(C)O1